3-(tert-butyl)-5-(3-chlorophenoxy)-1-(difluoromethyl)-N-[(2,4-dimethylbenzyl)oxy]-1H-pyrazole-4-carboxamide C(C)(C)(C)C1=NN(C(=C1C(=O)NOCC1=C(C=C(C=C1)C)C)OC1=CC(=CC=C1)Cl)C(F)F